O=C1NC(CC[C@@H]1N1C(C2=CC=C(C=C2C1)N1CC2(C1)CC(C2)C=O)=O)=O 2-[2-[(3S)-2,6-dioxo-3-piperidyl]-1-oxo-isoindolin-5-yl]-2-azaspiro[3.3]heptane-6-carbaldehyde